C(C=C)OC(=O)N1[C@H](CN(CC1)C1=NC(=NC=2[C@@H]([C@]3(CCC4=C(C=CC=C34)Cl)CCC12)F)OC[C@H]1NCCC1)CC#N (2S)-4-[(7S,8r)-4'-chloro-8-fluoro-2-[[(2S)-pyrrolidin-2-yl]methoxy]spiro[6,8-dihydro-5H-quinazolin-7,1'-indan]-4-yl]-2-(cyanomethyl)piperazine-1-carboxylic acid allyl ester